(R)-(-)-2-phenylglycinamide C1(=CC=CC=C1)[C@@H](N)C(=O)N